2-amino-3-methyl-6-[1-(3-pyridinyl)ethyl]benzimidazole-4-carbonitrile hydrochloride Cl.NC=1N(C2=C(N1)C=C(C=C2C#N)C(C)C=2C=NC=CC2)C